4-bromomethyl-2,4-diphenyl-benzoxazine Cis-tert-butyl-(4aS,10bS)-8-hydroxy-2,3,4,4a,6,10b-hexahydroisochromeno[4,3-b]pyridine-1-carboxylate C(C)(C)(C)OC(=O)N1[C@@H]2[C@H](CCC1)OCC=1C=C(C=CC12)O.BrCC1(CN(OC2=C1C=CC=C2)C2=CC=CC=C2)C2=CC=CC=C2